[(2R,3S,11bR)-9,10-dimethoxy-3-(2-methylpropyl)-1H,2H,3H,4H,6H,7H,11bH-pyrido[2,1-a]isoquinolin-2-yl]methyl N,N-dimethylcarbamate CN(C(OC[C@@H]1C[C@H]2N(CCC3=CC(=C(C=C23)OC)OC)C[C@H]1CC(C)C)=O)C